1-tert-butyl 2-methyl 4-cyclopropyl-1H-pyrrole-1,2-dicarboxylate C1(CC1)C=1C=C(N(C1)C(=O)OC(C)(C)C)C(=O)OC